FC1=C(C(=CC(=C1)OC)F)[C@H]1[C@@H](C(NC1)=O)NC(=O)NC1=CC=C(C=C1)OC1=CC=CC=C1 |o1:10,11| (-)-1-[(3S*,4R*)-4-[2,6-difluoro-4-methoxyphenyl]-2-oxopyrrolidin-3-yl]-3-(4-phenoxy-phenyl)urea